S1(=O)(=O)NC(=O)C2=CC=CC=C12.[K] potassium saccharine